NC1C(COC1)(C(=O)OCC)C ethyl 4-amino-3-methyl-tetrahydrofuran-3-carboxylate